CC(C1=CC=C(C=C1)N)(C)C1=CC=C(C=C1)C(C1=CC=C(C=C1)N)(C)C 1,4-bis(α,α-dimethyl-4-aminobenzyl)benzene